N=1C=NN2C1C=CC(=C2)C2=CC(=NN2C2=NC(=CC=C2)C)C(=O)O 5-([1,2,4]triazolo[1,5-a]pyridin-6-yl)-1-(6-methylpyridin-2-yl)-1H-pyrazole-3-carboxylic acid